2-(4-aminostyryl)-4H-chromen NC1=CC=C(C=CC=2OC3=CC=CC=C3CC2)C=C1